4-((4-Methoxycyclohexyl)amino)-N-(4-(4-methyl-1,4-diazepan-1-yl)phenyl)-2-oxo-1,2-dihydropyridine-3-carboxamide COC1CCC(CC1)NC1=C(C(NC=C1)=O)C(=O)NC1=CC=C(C=C1)N1CCN(CCC1)C